[6-(3-cyclopropyl-1,2,4-triazol-1-yl)-2-azaspiro[3.3]heptan-2-yl]-[6-(2,2,2-trifluoroethoxy)-2-azaspiro[3.3]heptan-2-yl]methanone C1(CC1)C1=NN(C=N1)C1CC2(CN(C2)C(=O)N2CC3(C2)CC(C3)OCC(F)(F)F)C1